C(C)(C)(C)[S@@](=O)N=C1C2=C(OC13CCN(CC3)C(=O)OC(C)(C)C)C=CC=C2 tert-butyl (3R)-3-[[(R)-tert-butylsulfinyl]imino]spiro[3H-benzofuran-2,4'-piperidine]-1'-carboxylate